tert-Butyl (2-methoxy-2-methyl-1-(4-((1-methylcyclopentyl)methoxy-d2)phenyl)propyl)carbamate COC(C(C1=CC=C(C=C1)OC([2H])([2H])C1(CCCC1)C)NC(OC(C)(C)C)=O)(C)C